N1=CC=CC2=CC(=CC=C12)\C=C\1/N=C(NC1=O)N[C@H]1COCC1 (4Z)-4-(6-Quinolylmethylene)-2-[[(3R)-tetrahydrofuran-3-yl]amino]-1H-imidazol-5-one